BrC1=CC2=C(NC([C@@H](N=C2C2=CC=CC=C2)C(CC)CC)=O)C=C1 (S)-7-bromo-3-(pent-3-yl)-5-phenyl-1H-benzo[e][1,4]diazepin-2(3H)-one